C(C1=CC=CC=C1)OC=1C=C2C=C(NC2=CC1)C1=C(C=CC=C1)OC 5-(benzyloxy)-2-(2-methoxyphenyl)-1H-indole